C(C)(C)NC(O[C@H]1C[C@H](CC1)C1=NN(C(=C1)N)C(C)(C)C)=O (1R,3S)-3-(5-amino-1-(tert-butyl)-1H-pyrazol-3-yl)cyclopentyl isopropyl-carbamate